(6aR,7R,10aS)-7,10a-dimethyl-8-oxo-4-(pyridin-3-yl)-2-(pyridin-4-yl)-5,6,6a,7,8,10a-hexahydrobenzo[h]quinazoline-9-carbonitrile C[C@H]1C(C(=C[C@@]2([C@@H]1CCC=1C(=NC(=NC21)C2=CC=NC=C2)C=2C=NC=CC2)C)C#N)=O